tert-butyl (2-(6-(3-fluoro-2-(2-(1,3,5-trimethyl-1H-pyrazol-4-yl)ethoxy)phenyl)imidazo[1,2-a]pyridin-3-yl)ethyl)carbamate FC=1C(=C(C=CC1)C=1C=CC=2N(C1)C(=CN2)CCNC(OC(C)(C)C)=O)OCCC=2C(=NN(C2C)C)C